[7-[[6-(Difluoromethoxy)-3-pyridyl]methyl]-2-azaspiro[3.5]nonan-2-yl]-[(3S)-3-(tetrazol-1-yl)pyrrolidin-1-yl]methanone FC(OC1=CC=C(C=N1)CC1CCC2(CN(C2)C(=O)N2C[C@H](CC2)N2N=NN=C2)CC1)F